OC1=C(C(=CC=C1)O[C@H]1O[C@@H]([C@@H]([C@@H]([C@H]1O)O)O)CO)C(\C=C\C1=CC=C(C=C1)[N+](=O)[O-])=O (E)-1-[2-Hydroxy-6-[(2R,3R,4S,5R,6R)-3,4,5-trihydroxy-6-(hydroxymethyl)oxan-2-yl]oxyphenyl]-3-(4-nitrophenyl)prop-2-en-1-one